C(CCCCCCCCC)NC(O)=S.C(CCCCCCCCC)NC(O)=S.CC1=CC=CC=C1 toluene-bis(decyl thiocarbamate)